BrC=1C(=NC=CC1)C1(CC1)N(C(OC(C)(C)C)=O)C tert-butyl N-[1-(3-bromopyridin-2-yl)cyclopropyl]-N-methylcarbamate